CN([C@@H]1CN(CC1)C(=O)C=1C=C2C(=NNC2=CC1)C#CC1=C2C=CN=CC2=CC=C1)C (S)-(3-(dimethylamino)pyrrolidin-1-yl)(3-(isoquinolin-5-ylethynyl)-1H-indazol-5-yl)methanone